5-methyl-1-((6-(piperazin-1-yl)pyridin-2-yl)methyl)-1H-indole-2-carboxylate CC=1C=C2C=C(N(C2=CC1)CC1=NC(=CC=C1)N1CCNCC1)C(=O)[O-]